methyl 4-bromo-2-(4-chlorophenyl)-2-methyl-3-oxobutanoate BrCC(C(C(=O)OC)(C)C1=CC=C(C=C1)Cl)=O